2,4-bis(1-methyl-1-phenylethyl)-6-(2H-benzotriazol-2-yl)phenol CC(C)(C1=CC=CC=C1)C1=C(C(=CC(=C1)C(C)(C)C1=CC=CC=C1)N1N=C2C(=N1)C=CC=C2)O